OC1=C(C=CC=C1)C1=CC2=C(N=N1)SC(=C2)C2CCN(CC2)CC2=NC=C(C=N2)C2=NOC(=C2)C(C(=O)OC)C(C)C methyl 2-{3-[2-({4-[3-(2-hydroxyphenyl)thieno[2,3-c]pyridazin-6-yl]piperidin-1-yl}methyl)pyrimidin-5-yl]-1,2-oxazol-5-yl}-3-methylbutanoate